4-(3-(4-(6-amino-5-(trifluoromethoxy)pyridin-3-yl)-2-cyclopropyl-1H-imidazol-1-yl)bicyclo[1.1.1]pentan-1-yl)thiomorpholine 1,1-dioxide NC1=C(C=C(C=N1)C=1N=C(N(C1)C12CC(C1)(C2)N2CCS(CC2)(=O)=O)C2CC2)OC(F)(F)F